C(C)(C)(C)OC(=O)N1C=CC2=CC=C(C=C12)C(=O)NN 6-(hydrazinocarbonyl)-1H-indole-1-carboxylic acid tert-butyl ester